NC=1C=C(C=CC1)[C@@H](C)NC(OC(C)(C)C)=O tert-butyl (R)-(1-(3-aminophenyl)ethyl)carbamate